B(F)(F)F.C(C)(C)(C)OC(=O)N1CCN(CC1)C[K] ((4-(tert-butoxycarbonyl)piperazin-1-yl)methyl)potassium trifluoroborate